CN1C(=NN=C1)C1=C(C=CC=C1)C1=CC(=CC=C1)C=1OC2=C(N1)C=C(C=C2C(F)(F)F)CN2C[C@H](OCC2)C (R)-2-(2'-(4-Methyl-4H-1,2,4-triazol-3-yl)-[1,1'-biphenyl]-3-yl)-5-((2-methylmorpholino)methyl)-7-(trifluoromethyl)benzo[d]oxazole